O=C[C@@H](O)[C@@H](O)[C@H](O)[C@@H](O)C(=O)O.[Na] sodium L-guluronic acid